3-amino-N-[(3S,4R)-3-fluoro-1-methylpiperidin-4-yl]-6-[7-methoxy-8-(prop-2-enamido)naphthalen-2-yl]pyridine-2-carboxamide NC=1C(=NC(=CC1)C1=CC2=C(C(=CC=C2C=C1)OC)NC(C=C)=O)C(=O)N[C@H]1[C@H](CN(CC1)C)F